tri-sec-butylborohydride Lithium [Li+].C(C)(CC)[BH-](C(C)CC)C(C)CC